2-((5-isobutyl-1-(3-(cyclopropylmethoxy)phenyl)-1H-pyrazol-3-yl)amino)-5-(thiophen-2-yl)nicotinic acid C(C(C)C)C1=CC(=NN1C1=CC(=CC=C1)OCC1CC1)NC1=C(C(=O)O)C=C(C=N1)C=1SC=CC1